C(C)(C)N1N=CC2=CC(=CC=C12)C1=C(NC2=C1C=1N(C(NCC1C=N2)=O)C2CC(C2)NS(=O)(=O)C)C=2C=NN(C2)C N-((1r,3r)-3-(9-(1-Isopropyl-1H-indazol-5-yl)-8-(1-methyl-1H-pyrazol-4-yl)-2-oxo-2,3,4,7-tetrahydro-1H-pyrrolo[3',2':5,6]pyrido[4,3-d]pyrimidin-1-yl)cyclobutyl)methanesulfonamide